ClC1=CC(=NC=C1F)[Sn](C)(C)C 4-chloro-5-fluoro-2-(trimethylstannyl)pyridine